ClC1=CC=C(CC=2N=C(NN2)C2CCN(CC2)CCC2=CC=C(C=C2)Cl)C=C1 4-[5-(4-Chloro-benzyl)-2H-[1,2,4]triazol-3-yl]-1-[2-(4-chloro-phenyl)-ethyl]-piperidine